CC(CCCCCCCCCCC)N1C(=O)C2C3C=CC(C2C1=O)C3 N-(1-methyldodecyl)-bicyclo[2.2.1]Hept-5-ene-2,3-dicarboximide